2,3,6,7-tetrahydroxymethyl-1,4,5,8-tetramethylnaphthalene OCC1=C(C2=C(C(=C(C(=C2C(=C1CO)C)C)CO)CO)C)C